disodium iminosuccinate N=C(C(=O)[O-])CC(=O)[O-].[Na+].[Na+]